ClC=1C=CC=C2CC[C@H]([C@H](C12)OC)N(C(O)=O)C(C)C.C(C=C)N(C(C)=O)CC1=CC=C(C=C1)C1=NOC(=N1)C(F)(F)F N-allyl-N-[[4-[5-(trifluoromethyl)-1,2,4-oxadiazol-3-yl]phenyl]methyl]acetamide (1S,2R)-8-Chloro-1-methoxy-1,2,3,4-tetrahydronaphthalin-2-yl-isopropylcarbamat